N,N'-diphenyl-para-phenylenediamine C1(=CC=CC=C1)NC1=CC=C(C=C1)NC1=CC=CC=C1